2-ethylsulfanyl-6-(1-methyl-1H-benzo[d]imidazol-5-yl)thiazolo[4,5-d]pyrimidin C(C)SC1SC=2C(N=CN(C2)C2=CC3=C(N(C=N3)C)C=C2)=N1